OCC=1N=C(SC1)C1=CC=C(C=C1)C(=O)N1CCCC1 (4-(4-(hydroxymethyl)thiazol-2-yl)phenyl)(pyrrolidin-1-yl)methanone